CN1CCN(CC1)C1=NC=CC(=C1)NC=1C=C2C(=NC1)NC=C2C2=CC=C1C(CC3(CCNCC3)C1=C2)=O 6-(5-((2-(4-methylpiperazin-1-yl)pyridin-4-yl)amino)-1H-pyrrolo[2,3-b]pyridin-3-yl)spiro[indene-1,4'-piperidin]-3(2H)-one